FC(CO)(F)C=1C(=C(C=CC1)[C@@H](C)NC=1C2=C(N=C(N1)C)N=C(C(=C2)C2(CC2)C#N)N2CCN(CC2)C(C)C)F (R)-1-(4-((1-(3-(1,1-difluoro-2-hydroxyethyl)-2-fluorophenyl)ethyl)amino)-7-(4-isopropylpiperazin-1-yl)-2-methylpyrido[2,3-d]pyrimidin-6-yl)cyclopropane-1-carbonitrile